5-(1,1-dicyclohexylethoxycarbonyl)-bicyclo[2.2.1]Hept-2-ene C1(CCCCC1)C(C)(OC(=O)C1C2C=CC(C1)C2)C2CCCCC2